2-METHYLENE-4-OXO-BUTANOIC ACID C=C(C(=O)O)CC=O